ClC=1C(=CC=C2C=C(C=C(C12)N1CC=2N=C(N=C(C2CC1)N1C[C@@](CCC1)(O)C)OC[C@]12CCCN2C[C@@H](C1)F)O)F (R)-1-(7-(8-chloro-7-fluoro-3-hydroxynaphthalen-1-yl)-2-(((2R,7aS)-2-fluorohexahydro-1H-pyrrolizin-7a-yl)methoxy)-5,6,7,8-tetrahydropyrido[3,4-d]pyrimidin-4-yl)-3-methylpiperidin-3-ol